1-fluorocyclopropanesulfonamide hydrochloride Cl.FC1(CC1)S(=O)(=O)N